C(C)(=O)NC1=CC2=C(C=N1)C(=CN2C2=NC(=CC(=C2)C)[C@]2(COCC2)OC)C2CCC(CC2)CC(=O)O (R)-2-(4-(6-Acetylamino-1-(6-(3-methoxytetrahydrofuran-3-yl)-4-methylpyridin-2-yl)-1H-Pyrrolo[3,2-c]pyridin-3-yl)cyclohexyl)acetic acid